Methyl 4-((tert-butoxycarbonyl)amino)-3-fluoro-2-methylbenzoate C(C)(C)(C)OC(=O)NC1=C(C(=C(C(=O)OC)C=C1)C)F